3-isopropyl-4-(1-(2-methoxyethyl)-1H-pyrazole-4-carbonyl)-1,3,4,5-tetrahydro-2H-benzo[1,4]diazepin-2-one C(C)(C)C1C(NC2=C(CN1C(=O)C=1C=NN(C1)CCOC)C=CC=C2)=O